5-chloro-6-(2,2,3,3,8,8,9,9-octamethyl-4,7-dioxa-3,8-disilahexadecan-5-yl)pyridin-3-amine ClC=1C=C(C=NC1C(O[Si](C(C)(C)C)(C)C)CO[Si](C(CCCCCCC)(C)C)(C)C)N